FC1=C(C=C(C=C1OC)OC)C1CCC=2C(=NNC2C1)C1=C(C=NN1C)NC(C=C)=O N-(5-(6-(2-fluoro-3,5-dimethoxyphenyl)-4,5,6,7-tetrahydro-1H-indazol-3-yl)-1-methyl-1H-pyrazol-4-yl)acrylamide